4-cyclobutaneamido-N-[(2S)-1-(3-methoxyphenyl)hexan-2-yl]benzamide C1(CCC1)C(=O)NC1=CC=C(C(=O)N[C@H](CC2=CC(=CC=C2)OC)CCCC)C=C1